(S)-2-(5-(dimethylamino)-3-(3-(5-methyl-1,2,4-oxadiazol-3-yl)benzoylamino)pentanoylamino)-4-methylthiazole-5-carboxylic acid propyl ester C(CC)OC(=O)C1=C(N=C(S1)NC(C[C@H](CCN(C)C)NC(C1=CC(=CC=C1)C1=NOC(=N1)C)=O)=O)C